CC1=CC=CC(=N1)C(=O)OC Methyl 6-methyl-pyridine-2-carboxylate